tert-butyl (5-(5-cyano-4-(1,3-dimethyl-1H-pyrazol-4-yl)-6-mercaptopyridin-2-yl)pyrimidin-2-yl)carbamate C(#N)C=1C(=CC(=NC1S)C=1C=NC(=NC1)NC(OC(C)(C)C)=O)C=1C(=NN(C1)C)C